F[C@@H]1[C@H]2CCC[C@@H](C[C@@H]1OC1=CC=C(N=N1)C=1C=C3C=CC(=NC3=CC1O)C(=O)NC)N2 6-(6-(((1r,2r,3s,5s)-2-fluoro-9-azabicyclo[3.3.1]non-3-yl)oxy)pyridazin-3-yl)-7-hydroxy-N-methylquinoline-2-carboxamide